di(2-hydroxyethyl)dimethylammonium chloride [Cl-].OCC[N+](C)(C)CCO